N-benzyl-4-(1-methylcyclobutoxy)-3-nitropyridin-2-amine C(C1=CC=CC=C1)NC1=NC=CC(=C1[N+](=O)[O-])OC1(CCC1)C